BrC1=C(C=C(C=C1)S(=O)(=O)NC(C)C)F 4-bromo-3-fluoro-N-isopropyl-benzenesulfonamide